ClC1=CC2=C(N(C([C@H](CS2)NC(OC(C)(C)C)=O)=O)CC2=CC=C(C=C2)Cl)C=C1C(NNC(C(C)(C)C)=O)=O tert-butyl N-[(3R)-8-chloro-5-[(4-chlorophenyl)methyl]-7-[(2,2-dimethylpropanoylamino)carbamoyl]-4-oxo-2,3-dihydro-1,5-benzothiazepin-3-yl]carbamate